1,1-dimethylethyl 2-mercaptoacetate SCC(=O)OC(C)(C)C